triethyl-(tetradecyl)phosphonium C(C)[P+](CCCCCCCCCCCCCC)(CC)CC